C(CCCCC(C)C)C(=C(C(=O)O)OC)C1=CC=CC=C1.COC(C(=O)OC(CCCCC)CC)=CC1=CC=CC=C1 ethylhexyl methoxycinnamate (isooctyl methoxycinnamate)